3-((4-(3-aminobicyclo[1.1.1]pent-1-yl)thiazol-2-yl)oxy)cyclobutanecarbonitrile NC12CC(C1)(C2)C=2N=C(SC2)OC2CC(C2)C#N